N'-acetyl-4-amino-N-[[2-fluoro-4-(2-tetrahydrofuran-3-ylethynyl)phenyl]methyl]-N',1-dimethyl-pyrazolo[4,3-c]quinoline-8-carbohydrazide C(C)(=O)N(N(C(=O)C1=CC=2C3=C(C(=NC2C=C1)N)C=NN3C)CC3=C(C=C(C=C3)C#CC3COCC3)F)C